P(ON(C(C)(C)CCC#N)C(C)C)([O-])N (2-cyano-ethyl-N,N-diisopropylamino) phosphoramidite